Z-Proline methyl ester COC([C@H]1NCCC1)=O